FC=1C=C(C=CC1F)C(C)=O 3,4-difluorophenyl-ethanone